ClC1=C(C(=CC=C1F)F)C=1CN(C2=CC=CN=C2C1O)C 3-(2-chloro-3,6-difluorophenyl)-4-hydroxy-1-methyl-1,5-naphthyridin